NCC(=O)C1=CC(=CC=C1)O amino-3'-hydroxyacetophenone